N1=C(C=CC=C1)C(=O)[O-].[Ni+2].N1=C(C=CC=C1)C(=O)[O-] nickel (II) picolinate